C(C)(C)C1(N=C(NC1=O)C1=C(C(=O)OCCN(C)C)C=C(C=N1)C)C 2-(dimethylamino)ethyl 2-(4-isopropyl-4-methyl-5-oxo-4,5-dihydro-1H-imidazol-2-yl)-5-methylnicotinate